N[C@H](C)C=1C=C(C=C2C(N(C(=NC12)C1(COCC1)C)C)=O)C 8-((R)-1-aminoethyl)-3,6-dimethyl-2-(3-methyltetrahydrofuran-3-yl)quinazolin-4(3H)-one